3-methoxybenzoylamino-piperazine-1-carboxylic acid tert-butyl ester C(C)(C)(C)OC(=O)N1C(CNCC1)NC(C1=CC(=CC=C1)OC)=O